FC=1C=NN(C1)C1=CC=C(C=N1)C(C)=O 1-(6-(4-fluoro-1H-pyrazol-1-yl)pyridin-3-yl)ethan-1-one